methyl-N-(piperidin-4-yl)isoquinolin-7-amine hydrochloride Cl.CC1=NC=CC2=CC=C(C=C12)NC1CCNCC1